N1(C=NC=C1)C[C@H]1COC=2C(=C(C=C3C(=NC(N1C23)=O)N2[C@H](CN([C@@H](C2)C)C(C=C)=O)C)Cl)C2=C(C=C(C=C2)F)F (3S)-3-((1H-imidazol-yl)methyl)-7-((2S,5R)-4-acryloyl-2,5-di-methylpiperazin-1-yl)-9-chloro-10-(2,4-di-fluorophenyl)-2H-[1,4]oxazino[2,3,4-ij]-quinazolin-5(3H)-one